1,3,2-dioxaphospholane 2-oxide O1P(OCC1)=O